FC1=NC(=CC(=C1)N(C=1SC(=C(N1)C(=O)NC1C(CC1)(C)C)C)C(CF)=O)F 2-[(2,6-difluoro-4-pyridyl)-(2-fluoroacetyl)amino]-N-(2,2-dimethyl-cyclobutyl)-5-methyl-thiazole-4-carboxamide